C1(CC1)C1=NC2=C(N1)C(=CC(=C2)C2=C(N=NN2C)C)[N+](=O)[O-] 2-cyclopropyl-5-(1,4-dimethyl-1H-1,2,3-triazol-5-yl)-7-nitro-1H-benzo[d]imidazole